tert-butyl-(3-(2-(4-(6-fluorobenzo[d]isothiazol-3-yl)piperazin-1-yl)ethyl)cyclobutane) carbamate C(N)(O)=O.C(C)(C)(C)C1CC(C1)CCN1CCN(CC1)C1=NSC2=C1C=CC(=C2)F